FC1=CC=C(C=C1)C(C)N1N=CC(=C1)N1CC(=CC=2C(NCCC12)=O)B1OC(C(O1)(C)C)(C)C 1-(1-(1-(4-fluorophenyl)ethyl)-1H-pyrazol-4-yl)-3-(4,4,5,5-tetramethyl-1,3,2-dioxaborolan-2-yl)-7,8-dihydro-1,6-naphthyridin-5(6H)-one